2-(1-((2-(3,5-dichloro-phenyl)-6-(isopropyl(2-(4-methylpiperazin-1-yl)pyrimidin-5-yl)amino)pyridin-4-yl)methyl)piperidin-4-yl)acetic acid ClC=1C=C(C=C(C1)Cl)C1=NC(=CC(=C1)CN1CCC(CC1)CC(=O)O)N(C=1C=NC(=NC1)N1CCN(CC1)C)C(C)C